FC1=CC=C(S1)C1=C(N)C=C(C=C1)C=1C=NNC1 2-{5-Fluorothiophen-2-Yl}-5-(1H-pyrazol-4-yl)aniline